3-(2-cyclopropylpropan-2-yl)pyridin-2(1H)-one C1(CC1)C(C)(C)C=1C(NC=CC1)=O